FC1=C2CCC(C2=C(C=2CCCC12)[N+](=O)[O-])C 4-fluoro-1-methyl-8-nitro-1,2,3,5,6,7-hexahydro-s-indacene